CC1(C2=CC=CC=C2C=2C=CC(=CC12)C1=C(C=CC=2C3=CC=CC=C3C(C12)(C)C)N)C (9,9-dimethyl-9H-fluoren-2-yl)-9,9-dimethyl-9H-fluoren-2-amin